F[P-](F)(F)(F)(F)F.C(C1=CC=CC=C1)[S+](C1=CC=C(C=C1)OC(=O)OC)C benzylmethyl-p-methoxycarbonyloxyphenylsulfonium hexafluorophosphate salt